C(O[C@H]1C[C@H](CC1)C1=NN(C(=C1)NC1=CC(=NC=C1)C(CCC[C@H](C)N)(F)F)C(C)(C)C)(OC1=CC=C(C=C1)[N+](=O)[O-])=O (1R,3S)-3-(5-((2-((S)-5-amino-1,1-difluorohexyl)pyridin-4-yl)amino)-1-(tert-butyl)-1H-pyrazol-3-yl)cyclopentyl (4-nitrophenyl) carbonate